ethyl (E)-1-(4-(2-cyanovinyl)benzyl)-1H-imidazole-4-carboxylate C(#N)/C=C/C1=CC=C(CN2C=NC(=C2)C(=O)OCC)C=C1